C(C)OC(=O)C=1SC(=CC1)C1=NC=C(C=C1[N+](=O)[O-])Br 5-(5-bromo-3-nitropyridin-2-yl)thiophene-2-carboxylic acid ethyl ester